ClC=1C=CC(=C(C1)N1CCN(CC1)C(CCC(=O)C1CCC1)=O)C 1-[4-(5-chloro-2-methyl-phenyl)piperazin-1-yl]-4-cyclobutyl-butane-1,4-dione